BrC1=CC=C2C=CC(=CC2=C1)C1=CC2=CC=CC=C2C=C1 7-bromo-2,2'-binaphthyl